[Hf].C(C)(C)C1=C(NC(C2=NC=CC=C2)C2=CC=CC=C2)C(=CC=C1)C(C)C 2,6-diisopropyl-N-(phenyl-(pyridin-2-yl)methyl)aniline hafnium